1-(3-fluorobenzyl)piperidin-4-amine FC=1C=C(CN2CCC(CC2)N)C=CC1